BrC1=CC(=C(C=C1)NC1=NC2=C(N1C[2H])C=CC=C2F)F ((4-bromo-2-fluorophenyl)amino)-4-fluoro-1-(methyl-d)-1H-benzimidazole